C(C(=O)OC1=C(C(=C(C=C1Cl)Cl)Cl)C(=O)OCCC1=CC=C(C=C1)C)(=O)OC1=C(C(=C(C=C1Cl)Cl)Cl)C(=O)OCCC1=CC=C(C=C1)C bis(3,4,6-trichloro-2-{[2-(4-methylphenyl)ethoxy]carbonyl} phenyl) oxalate